6-((2-(1-(Cyclopropylsulfonyl)-1H-pyrazol-4-yl)pyrimidin-4-yl)amino)-N-(2-fluoroethyl)-4-(((1s,4s)-4-hydroxy-4-methylcyclohexyl)amino)nicotinamide C1(CC1)S(=O)(=O)N1N=CC(=C1)C1=NC=CC(=N1)NC1=NC=C(C(=O)NCCF)C(=C1)NC1CCC(CC1)(C)O